3-ethyl-benzenesulfonyl chloride C(C)C=1C=C(C=CC1)S(=O)(=O)Cl